5-[5-[(2S)-2-isopropylmorpholin-4-yl]-6-methyl-pyridazin-3-yl]-1H-pyrimidine-2,4-dione C(C)(C)[C@H]1CN(CCO1)C=1C=C(N=NC1C)C=1C(NC(NC1)=O)=O